2,2-diethyl-6-(3-(thiophen-2-yl)-1,2,4-oxadiazol-5-yl)-2,3-dihydroquinolin-4(1H)-one C(C)C1(NC2=CC=C(C=C2C(C1)=O)C1=NC(=NO1)C=1SC=CC1)CC